[Br-].N(=[N+]=[N-])CCOCCOC1=[N+](C2=C(N1CC1=CC=CC=C1)C=CC=C2)CC2=CC=CC=C2 2-(2-(2-Azidoethoxy)ethoxy)-1,3-dibenzyl-1H-benzo[d]imidazol-3-ium bromide